2-(4-cyanophenyl)-6-methyl-[1,3,6,2]dioxazaborocane C(#N)C1=CC=C(C=C1)B1OCCN(CCO1)C